BrC1=CC=CC(=N1)NC(=N)N N-(6-bromopyridin-2-yl)guanidine